BrC=1C=C(C=NC1OC1=CC=C(C=C1)S(F)(F)(F)(F)F)S(=O)(=O)N(C)CC1=CC=C(C=C1)OC 5-bromo-N-(4-methoxybenzyl)-N-methyl-6-(4-(pentafluoro-λ6-sulfanyl)phenoxy)pyridine-3-Sulfonamide